FCCCCCCOC(C)C=1C=C2NC1C=C1C=C(C(=N1)C=C1C=CC(N1)=CC=1C=CC(N1)=C2)C(C)OCCCCCCF 3,8-bis(1-(6-fluorohexyloxy)ethyl)porphyrin